CCCCCCCCCCC1=C(C(=O)C(=C(C1=O)OC)OC)C The molecule is a member of the class of 1,4-benzoquinones that is 2,3-dimethoxybenzoquinone which has been substituted at positions 5 and 6 by decyl and methyl groups. It has a role as a cofactor. It derives from a 6-decylubiquinol.